ClC1=CC(=C(COC2=CC=CC(=N2)[C@H]2[C@H](CN(CC2)CC2=NC3=C(N2CCOC)C=C(C=C3)C(=O)O)O)C=C1)F {[(3R,4S)-4-{6-[(4-chloro-2-fluorobenzyl)oxy]pyridin-2-yl}-3-hydroxypiperidin-1-yl]methyl}-1-(2-methoxyethyl)-1H-benzimidazole-6-carboxylic acid